glucosylhydroxylysine C1([C@H](O)[C@@H](O)[C@H](O)[C@H](O1)CO)N[C@@H](CC[C@@H](O)CN)C(=O)O